NCC=1C=C(CN2CCN(CC2)C(=O)[O-])C=CC1 4-(3-(aminomethyl)benzyl)piperazine-1-carboxylate